N-(5-((S)-1-(((R)-tert-butylsulfinyl)amino)-2-methoxyethyl)-6-chloropyridazin-3-yl)pivalamide C(C)(C)(C)[S@@](=O)N[C@H](COC)C=1C=C(N=NC1Cl)NC(C(C)(C)C)=O